3-(4-(benzyloxy)butyl)-3-hydroxypyrrolidine-1-carboxylic acid tert-butyl ester C(C)(C)(C)OC(=O)N1CC(CC1)(O)CCCCOCC1=CC=CC=C1